CN[C@@H](C)C(=O)O N-METHYL-L-ALANINE